4'-cyclohexylacetophenone C1(CCCCC1)C1=CC=C(C=C1)C(C)=O